t-butyl 4-[(6-iodopyridazin-3-yl) (methyl) amino]-2-methylpiperidine-1-carboxylate IC1=CC=C(N=N1)N(C1CC(N(CC1)C(=O)OC(C)(C)C)C)C